CC1=CC=C(C=C1)S(=O)(=O)OCCOCCOCCOCCOCCOCCOCCN(C)C(=O)OC(C)(C)C 2-[2-[2-[2-[2-[2-[2-[tert-butoxycarbonyl(methyl)amino]ethoxy]ethoxy]ethoxy]ethoxy] ethoxy]ethoxy]ethyl 4-methylbenzenesulfonate